tert-butyl (5-(N,N-bis(4-methoxybenzyl)sulfamoyl)-1-isopropylisoquinolin-7-yl)carbamate COC1=CC=C(CN(S(=O)(=O)C2=C3C=CN=C(C3=CC(=C2)NC(OC(C)(C)C)=O)C(C)C)CC2=CC=C(C=C2)OC)C=C1